C12CN(CC2C1)C1=CC=C(C(=N1)OC)C=1C=C2C(=CNC2=CC1Cl)C(=O)O 5-(6-(3-azabicyclo[3.1.0]hexan-3-yl)-2-methoxypyridin-3-yl)-6-chloro-1H-indole-3-carboxylic acid